4-ethyl-3-morpholinone C(C)N1C(COCC1)=O